2-[6-(4-fluoro-2-{2-[3-(methoxymethyl)-1,5-dimethyl-1H-pyrazol-4-yl]ethoxy}phenyl)imidazo[1,2-a]pyridin-3-yl]ethan-1-amine FC1=CC(=C(C=C1)C=1C=CC=2N(C1)C(=CN2)CCN)OCCC=2C(=NN(C2C)C)COC